3-(3-chloro-4-((2-methyl-1H-imidazol-1-yl)methyl)phenyl)-5-isobutyl-N-(5-methylpyrimidin-2-yl)thiophene-2-sulfonamide ClC=1C=C(C=CC1CN1C(=NC=C1)C)C1=C(SC(=C1)CC(C)C)S(=O)(=O)NC1=NC=C(C=N1)C